1-((1S,5R,6S)-6-methyl-6-((6-(1-methyl-1H-pyrazol-4-yl)pyrazolo[1,5-a]pyrazin-4-yl)oxy)-3-azabicyclo[3.2.0]heptan-3-yl)prop-2-en-1-one C[C@]1([C@H]2CN(C[C@H]2C1)C(C=C)=O)OC=1C=2N(C=C(N1)C=1C=NN(C1)C)N=CC2